difluorodinaphthyl-silane F[Si](C1=CC=CC2=CC=CC=C12)(C1=CC=CC2=CC=CC=C12)F